4-Methoxy-3-(4-(2-chlorophenyl)piperazin-1-yl)benzo[d]isoxazole COC1=CC=CC2=C1C(=NO2)N2CCN(CC2)C2=C(C=CC=C2)Cl